NC1=CC=C(COP([O-])(=O)OP(=O)([O-])[O-])C=C1 p-aminobenzyl-pyrophosphate